ClC1=CC2=C(S(N(CO2)[C@@H]([C@H](C)C2=C(C(=CC=C2F)C)C)C=2OC(NN2)=O)(=O)=O)C(=C1)C(=O)N(C)C 6-chloro-2-((1S,2R)-2-(6-fluoro-2,3-dimethylphenyl)-1-(5-oxo-4,5-dihydro-1,3,4-oxadiazol-2-yl)propyl)-N,N-dimethyl-2,3-dihydrobenzo[e][1,4,3]oxathiazine-8-carboxamide 1,1-dioxide